(7S,8R)-2-((8-((1-acetylazetidin-3-yl)oxy)-5-(2-aminopropan-2-yl)-2,7-naphthyridin-3-yl)amino)-7,8-dimethyl-7,8-dihydro-5H-pyrano[4,3-b]pyridin-5-one C(C)(=O)N1CC(C1)OC=1N=CC(=C2C=C(N=CC12)NC1=CC=C2C(=N1)[C@H]([C@@H](OC2=O)C)C)C(C)(C)N